{4-(3-cyclopropyl-1H-pyrazol-1-yl)-3-[(2,4-dimethoxybenzyl)sulfamoyl]phenyl}-2-(2-fluorophenyl)acetamide C1(CC1)C1=NN(C=C1)C1=C(C=C(C=C1)C(C(=O)N)C1=C(C=CC=C1)F)S(NCC1=C(C=C(C=C1)OC)OC)(=O)=O